6-(difluoromethoxy)-5-fluoro-N-[(4-methylpyrimidin-5-yl)methyl]pyridine-3-carboxamide FC(OC1=C(C=C(C=N1)C(=O)NCC=1C(=NC=NC1)C)F)F